(S)-3-Amino-2-hydroxypropanamide NC[C@@H](C(=O)N)O